caprolactam potassium salt [K].C1(CCCCCN1)=O